ClC1=CC=C(OCC2=NN=C(S2)NC(=O)C2=CN=CN2C2=C(C=CC=C2)OC)C=C1 N-(5-((4-chlorophenoxy)methyl)-1,3,4-thiadiazol-2-yl)-1-(2-methoxyphenyl)-1H-imidazole-5-carboxamide